C(C)C(C(=O)O[C@@H](C(F)(F)F)C1=C(C=C(C=C1)C(F)(F)F)N1N=C(C=C1)C)C1=C2N(C=3C=CC=CC13)C(C=C2C2=CC(=CC=C2)OC)(C(F)(F)F)O (R)-2,2,2-trifluoro-1-(2-(3-methyl-1H-pyrazol-1-yl)-4-(trifluoromethyl)phenyl)ethanol Ethyl-2-(3-hydroxy-1-(3-methoxyphenyl)-3-(trifluoromethyl)-3H-pyrrolo[1,2-a]indol-9-yl)acetate